dicyclopentylbis(propoxymethyl)silane C1(CCCC1)[Si](COCCC)(COCCC)C1CCCC1